(2S)-2,4,5,5-tetramethylpiperazin C[C@@H]1NCC(N(C1)C)(C)C